BrC=1SC2=C(N1)C(=CC(=C2)C(=O)OC)F methyl 2-bromo-4-fluoro-1,3-benzothiazole-6-carboxylate